C12CC(CC(CC1)N2)C(=O)[O-] 8-Azabicyclo[3.2.1]octane-3-carboxylate